(E)-3-(2-(tert-butyl)-4-(3-chlorophenyl)thiazol-5-yl)-N-(2-oxo-2,3-dihydro-1H-benzo[d]imidazol-4-yl)acrylamide C(C)(C)(C)C=1SC(=C(N1)C1=CC(=CC=C1)Cl)/C=C/C(=O)NC1=CC=CC=2NC(NC21)=O